[Cl-].C(CCCCCCC)N1C=[N+](C=C1)C 1-octyl-3-methylimidazolium chloride salt